7-amino-6-(3-methoxy-2,6-dimethylphenyl)-2,4-dimethylfuro[2,3-d]pyrrolo[2,3-b]pyridine-8-carbonitrile NC1=C(C=2C(=NC(=C3C2OC(=C3)C)C)N1C1=C(C(=CC=C1C)OC)C)C#N